C(=C)C1=C(C=C(C(=C1)C=O)C=C)C=O 2,5-divinyl-1,4-benzenedicarbaldehyde